diiodobutyrate IC(C(=O)[O-])(CC)I